(3β)-3-hydroxy-pregnan-20-one O[C@@H]1CC2CC[C@H]3[C@@H]4CC[C@H](C(C)=O)[C@]4(CC[C@@H]3[C@]2(CC1)C)C